4-[7-(3,6-dihydro-2H-pyran-4-yl)-3-[1-(oxan-2-yl)-1H-pyrazol-5-yl]-[1,2]thiazolo[4,5-b]pyridin-5-yl]-3-methylmorpholine O1CCC(=CC1)C1=C2C(=NC(=C1)N1C(COCC1)C)C(=NS2)C2=CC=NN2C2OCCCC2